2-(2,5-dioxo-2,5-dihydro-1H-pyrrol-1-yl)-N-((2-methyl-4-(4-methylpiperazin-1-yl)-10H-benzo[b]thieno[2,3-e][1,4]diazepin-7-yl)methyl)acetamide O=C1N(C(C=C1)=O)CC(=O)NCC=1C=CC2=C(N=C(C3=C(N2)SC(=C3)C)N3CCN(CC3)C)C1